N-isopropyl-N-methyl-1-(2-phenyl-2H-pyrazolo[4,3-c]pyridin-6-yl)azetidine-3-sulfonamide C(C)(C)N(S(=O)(=O)C1CN(C1)C1=CC=2C(C=N1)=CN(N2)C2=CC=CC=C2)C